C(C)(C)(C)C1(CC(=NC=C1)C1=NC=CC=C1)C(C)(C)C 4,4-Di-tert-butyl-2,2-bipyridine